C(C)(C)(C)OC(=O)N1[C@H](CN(C[C@H]1C)C1=C(C=CC(=N1)B(O)O)F)C [6-[(3S,5R)-4-tert-butoxycarbonyl-3,5-dimethyl-piperazin-1-yl]-5-fluoro-2-pyridyl]boronic acid